CC1=CC=CC(=N1)C1=C(N=CN1)C=1C=C2C=C(C=NC2=CC1)C1=CC=C(C=N1)C(=O)OC[C@@H]1NCCCC1 [(2R)-2-piperidyl]methyl 6-[6-[5-(6-methyl-2-pyridyl)-1H-imidazol-4-yl]-3-quinolyl]pyridine-3-carboxylate